calcium disodium ethylenediaminetetraacetate salt C(CN(CC(=O)[O-])CC(=O)[O-])N(CC(=O)[O-])CC(=O)[O-].[Na+].[Na+].[Ca+2]